4-(Cyclopropylamino)-1-(2-(4-fluorophenyl)-5-phenyloxazol-4-yl)-5-((trimethylsilyl)ethynyl)pyrimidin-2(1H)-one C1(CC1)NC1=NC(N(C=C1C#C[Si](C)(C)C)C=1N=C(OC1C1=CC=CC=C1)C1=CC=C(C=C1)F)=O